(R)-4-(2-(1-amino-5-(tert-butoxy)-1,5-dioxopent-2-yl)-1-oxoisoindolin-5-yl)piperazine-1-carboxylic acid tert-butyl ester C(C)(C)(C)OC(=O)N1CCN(CC1)C=1C=C2CN(C(C2=CC1)=O)[C@@H](C(=O)N)CCC(=O)OC(C)(C)C